3-(4-amino-3-propoxyphenoxy)propan-1-sulfonic acid NC1=C(C=C(OCCCS(=O)(=O)O)C=C1)OCCC